[Cl-].OC(CONC(=O)C1(CCC1)C)CN1CCCCC1 (1Z)-N-[2-hydroxy-3-(1-piperidinyl)propoxy]-1-methyl-cyclobutanecarboxamide chloride